C(C)OC(C(=N)NN1[C@H]([C@H](CC1=O)O[Si](C)(C)C(C)(C)C)C1=CC=CC=C1)=O cis-2-((3-((tert-butyldimethylsilyl)oxy)-5-oxo-2-phenylpyrrolidin-1-yl)amino)-2-iminoacetic acid ethyl ester